N,N-dipropargyl-benzamide C(C#C)N(C(C1=CC=CC=C1)=O)CC#C